4-(4,4-difluorocyclohexyl)-2-(4-(trifluoromethyl)piperidin-4-yl)thiazole FC1(CCC(CC1)C=1N=C(SC1)C1(CCNCC1)C(F)(F)F)F